C(C)NC(=O)C1=CN(C2=CC=C(C=C12)NC1=CC=C(C=C1)N1CCC(CC1)C)C N-ethyl-1-methyl-5-((4-(4-methylpiperidin-1-yl)phenyl)amino)-1H-indole-3-carboxamide